(2S,4R)-N-((4-carbamimidoylthiophen-2-yl)methyl)-4-(cyclopropylmethoxy)-1-((4-phenoxybenzoyl)glycyl)pyrrolidine-2-carboxamide C(N)(=N)C=1C=C(SC1)CNC(=O)[C@H]1N(C[C@@H](C1)OCC1CC1)C(CNC(C1=CC=C(C=C1)OC1=CC=CC=C1)=O)=O